3-oxocyclobut-1-en-1-yl acetate C(C)(=O)OC1=CC(C1)=O